C(C)(=O)C1=CN(C2=C(C=C(C=C12)C=1C=NC(=NC1)C)C)CC(=O)N1[C@@H](C[C@@](C1)(CF)F)C(=O)NC1=NC(=CC=C1C)C(F)(F)F (2S,4R)-1-(2-(3-acetyl-7-methyl-5-(2-methylpyrimidin-5-yl)-1H-indol-1-yl)acetyl)-4-fluoro-4-(fluoromethyl)-N-(3-methyl-6-(trifluoromethyl)pyridin-2-yl)pyrrolidine-2-carboxamide